3-[[(2R,6R)-2-[[bis(4-methoxyphenyl)-phenyl-methoxy]methyl]-6-(2,4-dioxopyrimidin-1-yl)-1,4-dioxan-2-yl]methoxy-(diisopropylamino)phosphanyl]oxopropanenitrile COC1=CC=C(C=C1)C(OC[C@@]1(O[C@H](COC1)N1C(NC(C=C1)=O)=O)COP(CC(C#N)=O)N(C(C)C)C(C)C)(C1=CC=CC=C1)C1=CC=C(C=C1)OC